FC(C1=CC2=C(SC(=C2)C(=O)O)C=C1)P(=O)(OC1=CC=CC=C1)N[C@H](C(=O)OC(C)C)C 5-(fluoro((((S)-1-isopropoxy-1-oxopropan-2-yl)amino)(phenoxy)phosphoryl)methyl)benzo[b]thiophene-2-carboxylic acid